(S)-3-(5-(5-amino-6-((1-(1-methylpiperidin-4-yl)-1H-pyrazol-4-yl)oxy)pyrazin-2-yl)-3-methyl-2-morpholinophenyl)tetrahydrofuran-3-ol NC=1N=CC(=NC1OC=1C=NN(C1)C1CCN(CC1)C)C=1C=C(C(=C(C1)[C@@]1(COCC1)O)N1CCOCC1)C